C(CCCCCCC)C(C(=S)S)(C)CCCCCCCC di-n-octyl-dithiopropionic acid